methyl methacrylate (ethyl acrylate) C(C)C(C(=O)O)=C.C(C(=C)C)(=O)OC